O(C1=CC=CC=C1)C1=CC=C(CCNCCCO)C=C1 3-((4-phenoxyphenethyl)amino)propan-1-ol